(9H-Fluoren-9-yl)methyl ((R)-1-((2S,4R)-4-hydroxy-2-(((S)-1-(4-(4-methyl thiazol-5-yl)phenyl)ethyl)carbamoyl)pyrrolidin-1-yl)-3-methyl-1-oxo-3-(tritylthio) butan-2-yl)carbamate O[C@@H]1C[C@H](N(C1)C([C@H](C(C)(SC(C1=CC=CC=C1)(C1=CC=CC=C1)C1=CC=CC=C1)C)NC(OCC1C2=CC=CC=C2C=2C=CC=CC12)=O)=O)C(N[C@@H](C)C1=CC=C(C=C1)C1=C(N=CS1)C)=O